COC(\C=C\[C@H](C)OC=1C(=NC=CC1)Br)=O.C(#N)CC1(CCC(CC1)N(CC(F)(F)F)C)N1N=C(C(=C1)C(=O)N)NC(=O)C1CC1 1-[1-(cyanomethyl)-4-[methyl(2,2,2-trifluoroethyl)amino]cyclohexyl]-3-(cyclopropanecarbonylamino)pyrazole-4-carboxamide methyl-(2E,4S)-4-[(2-bromopyridin-3-yl)oxy]pent-2-enoate